(2S,4S)-N-[2-[[2-ethyl-4-[[3-[1-methyl-3-(trifluoromethyl)pyrazol-4-yl]imidazo[1,2-a]pyrazin-8-yl]amino]benzoyl]amino]ethyl]-4-hydroxy-4-methylpyrrolidine-2-carboxamide formate C(=O)O.C(C)C1=C(C(=O)NCCNC(=O)[C@H]2NC[C@@](C2)(C)O)C=CC(=C1)NC=1C=2N(C=CN1)C(=CN2)C=2C(=NN(C2)C)C(F)(F)F